chloro-p-methylbenzyl-trimethyl-ammonium chloride [Cl-].ClC[N+](C)(C)CC1=CC=C(C=C1)C